6-chloro-1-ethynyl-7-fluoro-3-(1-tetrahydropyran-2-ylpyrazol-4-yl)indole ClC1=CC=C2C(=CN(C2=C1F)C#C)C=1C=NN(C1)C1OCCCC1